4-(2-(2-hydroxy-5-fluoro-phenyl)-2-(2-thienyl)vinyl)-pyridine OC1=C(C=C(C=C1)F)C(=CC1=CC=NC=C1)C=1SC=CC1